((2R,6S)-2,6-dimethylpiperazin-1-yl)(3-methyl-1H-pyrazol-1-yl)methanone C[C@H]1N([C@H](CNC1)C)C(=O)N1N=C(C=C1)C